(R)-2-(6-(1-cyclopropyl-1H-pyrazol-4-yl)-3,6-dihydro-2H-pyran-4-yl)-4-(2,4-difluoro-5-(trifluoromethyl)phenyl)-6,7-dimethylpteridine C1(CC1)N1N=CC(=C1)[C@H]1C=C(CCO1)C1=NC2=NC(=C(N=C2C(=N1)C1=C(C=C(C(=C1)C(F)(F)F)F)F)C)C